4-Isopropyl-cyclohexanone copper perfluorocaprylate FC(C(=O)[O-])(C(C(C(C(C(C(F)(F)F)(F)F)(F)F)(F)F)(F)F)(F)F)F.[Cu+2].C(C)(C)C1CCC(CC1)=O.FC(C(=O)[O-])(C(C(C(C(C(C(F)(F)F)(F)F)(F)F)(F)F)(F)F)(F)F)F